OC1CCN(CC1)C1=CC=C(C=C1)NC(=O)C=1C(NC=CC1NC1=C(C2=C(OCCN2)N=C1)C)=O N-(4-(4-hydroxypiperidin-1-yl)phenyl)-4-((8-methyl-2,3-dihydro-1H-pyrido[2,3-b][1,4]oxazin-7-yl)amino)-2-oxo-1,2-dihydropyridine-3-carboxamide